NC=1N=CN(C(C1C(=O)NC=1C=C(C=NC1)[C@@H]1N(CCCC1)C(=O)OC(C)(C)C)=O)C1=C(C=C(C=C1C)Br)C tert-butyl (R)-2-(5-(4-amino-1-(4-bromo-2,6-dimethylphenyl)-6-oxo-1,6-dihydropyrimidine-5-carboxamido)pyridin-3-yl)piperidine-1-carboxylate